FC=1C=CC(=NC1C)C1CN(CC1)C(=O)C=1N=C(C2=C(N1)OC(=C2)C)NC2(CC2)C [3-(5-fluoro-6-methylpyridin-2-yl)pyrrolidine-1-carbonyl]-6-methyl-N-(1-methylcyclopropyl)furo[2,3-d]pyrimidin-4-amine